C1(CC1)C1=NC(=CC(=C1)C1=C(C=C(C#N)C=C1)C1=NN=CN1C)C=1OC2=C(N1)C=C(C=C2F)CO 4-{2-cyclopropyl-6-[7-fluoro-5-(hydroxymethyl)-1,3-benzoxazol-2-yl]pyridin-4-yl}-3-(4-methyl-1,2,4-triazol-3-yl)benzonitrile